BrC1=C(C=C(C(=C1)OC)OC)S(=O)(=O)NCC1=CC=C(C=C1)F 2-bromo-N-(4-fluorobenzyl)-4,5-dimethoxybenzenesulfonamide